N1(CCC1)C1=NC=C(C=N1)NC(=O)NC(C(F)(F)F)C=1OC2=C(C1C)C=C(C=C2F)F 1-(2-(azetidin-1-yl)pyrimidin-5-yl)-3-(1-(5,7-difluoro-3-methylbenzofuran-2-yl)-2,2,2-trifluoroethyl)urea